(3S,4R)-1-(6-ethyl-8-fluoro-4-methyl-3-(3-methylisoxazol-5-yl)quinolin-2-yl)-3-fluoro-N-((R)-tetrahydrofuran-3-yl)piperidin-4-amine C(C)C=1C=C2C(=C(C(=NC2=C(C1)F)N1C[C@@H]([C@@H](CC1)N[C@H]1COCC1)F)C1=CC(=NO1)C)C